2-methylpropan-2-yl 9-bromo-7-methyl-1,2,3,4-tetrahydrobenzo[4,5]imidazo[1,2-a]pyrazine-2-carboxylate BrC1=CC(=CC2=C1N=C1N2CCN(C1)C(=O)OC(C)(C)C)C